4-methoxy-3-(5-(thiazol-2-yl)pyridin-3-yl)phenyl (cyclohexylmethyl)carbamate C1(CCCCC1)CNC(OC1=CC(=C(C=C1)OC)C=1C=NC=C(C1)C=1SC=CN1)=O